ClC1([C@@H](C1)CCC(CN1N=CN=C1)O)Cl 4-[(1R)-2,2-dichloro-cyclopropyl]-1-(1H-1,2,4-triazol-1-yl)butan-2-ol